[Si](C)(C)(C(C)(C)C)OCCOC1NC=C(N=C1)C(=O)OC methyl 5-(2-((tert-butyldimethylsilyl)oxy)ethoxy)-4,5-dihydropyrazine-2-carboxylate